(3-chloro-4-fluorophenyl)(5-methyl-4-(methylthio)-1-((2-(trimethylsilyl)ethoxy)methyl)-1H-imidazol-2-yl)methyl diisopropylcarbamate C(C)(C)N(C(OC(C=1N(C(=C(N1)SC)C)COCC[Si](C)(C)C)C1=CC(=C(C=C1)F)Cl)=O)C(C)C